BrC=1C=C(C(=C(C1)F)OC)F 5-bromo-1,3-difluoro-2-methoxy-benzene